CC1=C(C(=NC=C1)C#N)CC1N(C(C2=CC=CC=C12)=O)CC1CC2(C1)OC(NC2)=O 4-methyl-3-((3-oxo-2-((6-oxo-5-oxa-7-azaspiro[3.4]octan-2-yl)methyl)isoindolin-1-yl)methyl)picolinonitrile